C(C)OC(/C(=C/C(S(=O)(=O)C1=CC=CC=C1)C1=CC=C(C=C1)C)/F)=O (Z)-4-(p-tolyl)-2-fluoro-4-(benzenesulfonyl)-2-butenoic acid ethyl ester